ClC(C1=CC=C(C=C1)OC)(C1=CC=CC=C1)C1=CC=CC=C1 1-(chlorodiphenylmethyl)-4-methoxybenzene